FC=1C=C2C(=NC1)N(C=C2C2=NC(=CC(=N2)N[C@H]2C[C@H](CCC2)NC(=O)C=2N=CN(C2)C)C2=CC=CC=C2)S(=O)(=O)C2=CC=C(C)C=C2 |r| (+/-)-cis-N-(3-((2-(5-fluoro-1-tosyl-1H-pyrrolo[2,3-b]pyridin-3-yl)-6-phenylpyrimidin-4-yl)amino)cyclohexyl)-1-methyl-1H-imidazole-4-carboxamide